S1C(=NC=C1)C1=CC=C(C=2N=C(OC21)N2CC1CCC(C2)N1C(=O)OC(C)(C)C)OC(F)(F)F tert-Butyl 3-(7-(thiazol-2-yl)-4-(trifluoromethoxy)benzo[d]oxazol-2-yl)-3,8-diazabicyclo[3.2.1]octane-8-carboxylate